FC=1C=C(CN2C(C3=CC=C(C=C3CC2)OC2=C(C=CC=C2)N2N=C(C(NC2=O)=O)C(=O)O)=O)C=C(C1)F (2-((3,5-difluorobenzyl-1-oxo-1,2,3,4-tetrahydroisoquinolin-6-yl)oxy)phenyl)-3,5-dioxo-2,3,4,5-tetrahydro-1,2,4-triazine-6-carboxylic acid